ClC1=NN2C(N=CC3=C2C2(CC3C(=O)NC=3C=NC(=C(C3)Cl)N3N=CC(=N3)[C@H](C)O)CCC2)=C1 2'-chloro-N-(5-chloro-6-(4-((S)-1-hydroxyethyl)-2H-1,2,3-triazol-2-yl)pyridin-3-yl)-6',7'-dihydrospiro[cyclobutane-1,8'-cyclopenta[e]pyrazolo[1,5-a]pyrimidine]-6'-carboxamide